C(C)[C@]1(CN2C(O1)=C(C=N2)[S@@](=O)(NC(NC2=C1C[C@@H](CC1=CC=1CCCC21)F)=O)=NC(C2=CC=CC=C2)(C2=CC=CC=C2)C2=CC=CC=C2)C (S,2S)-2-ethyl-N-(((R)-2-fluoro-1,2,3,5,6,7-hexahydro-s-indacen-4-yl)carbamoyl)-2-methyl-N'-trityl-2,3-dihydropyrazolo[5,1-b]oxazole-7-sulfonimidamide